tert-butyl (1-(2-((2-(2,6-dioxopiperidin-3-yl)-1,3-dioxoisoindolin-4-yl) thio)ethyl)piperidin-4-yl)carbamate O=C1NC(CCC1N1C(C2=CC=CC(=C2C1=O)SCCN1CCC(CC1)NC(OC(C)(C)C)=O)=O)=O